O=C1NC(CC[C@H]1NC1=CC(N(C=C1)C1CCN(CC1)C(=O)OC(C)(C)C)=O)=O tert-butyl (R)-4-(4-((2,6-dioxopiperidin-3-yl)amino)-2-oxopyridin-1(2H)-yl)piperidine-1-carboxylate